FC=1C=C(C=CC1F)C=1N=C(SC1)N 4-(3,4-difluorophenyl)-1,3-thiazol-2-amine